BrC=1C(=CC=C2C(=CNC12)C1=NC(=NC=C1C(F)(F)F)Cl)OC 7-bromo-3-(2-chloro-5-(trifluoromethyl)pyrimidin-4-yl)-6-methoxy-1H-indole